BrC1=CC=2C(C=N1)=NN(C2)C2CC(C2)CO[Si](C)(C)C(C)(C)C [3-(5-bromopyrazolo[3,4-c]pyridin-2-yl)cyclobutyl]methoxy-tert-butyl-dimethyl-silane